C(C)(C)(C)OC(=O)N1C=C(C2=CC=CC=C12)C[C@H](C(=O)OC)N=[N+]=[N-] (R)-3-(2-azido-3-methoxy-3-oxopropyl)-1H-indole-1-carboxylic acid tert-butyl ester